perfluoro (acrylate) C(C=C)(=O)OF